4-(3-(imidazo[1,2-a]pyridin-3-yl)piperazin-1-yl)-6-isopropylpyrimidin-2-amine N=1C=C(N2C1C=CC=C2)C2CN(CCN2)C2=NC(=NC(=C2)C(C)C)N